1-Methyl-5-mercaptotetrazole CN1N=NN=C1S